2-Bromodibenzo-furan BrC1=CC2=C(OC3=C2C=CC=C3)C=C1